IC1=CC=C(C=C1)N1N=C(C=C1[N+](=O)[O-])[N+](=O)[O-] N-(4-iodophenyl)-3,5-dinitropyrazole